Cl.FC=1C=C(C=C(C1CC1CCNCC1)OC)C=1C2=C(C(N(C1)C)=O)N(N=C2)CC2=CC=C(C=C2)OC 4-[3-fluoro-5-methoxy-4-(4-piperidinylmethyl)phenyl]-1-[(4-methoxyphenyl)methyl]-6-methyl-pyrazolo[3,4-c]pyridin-7-one hydrochloride